FC1=CC=C(C[N+]2=C3N(C(C=C2)=O)C=CC=C3)C=C1 1-(4-fluorobenzyl)-4-oxo-4H-pyrido[1,2-a]pyrimidinium